2-(2-((5-(1-aminoisoquinolin-7-yl)-1-isobutyl-1H-indazol-3-yl)methoxy)phenyl)acetic acid NC1=NC=CC2=CC=C(C=C12)C=1C=C2C(=NN(C2=CC1)CC(C)C)COC1=C(C=CC=C1)CC(=O)O